OC1(CCC(CC1)N1CCC2N(CCC21)C(CNC(OC(C)(C)C)=O)=O)C2=NC=C(C=C2)C2=NC=CC=N2 tert-butyl N-[2-(4-{4-hydroxy-4-[5-(pyrimidin-2-yl)pyridin-2-yl]cyclohexyl}-octahydropyrrolo[3,2-b]pyrrol-1-yl)-2-oxoethyl]carbamate